C(CC)C1CCC(CC1)C1CCC(CC1)C1=CC=C(C=C1)Br 4-[4-(4-Propylcyclohexyl)cyclohexyl]bromobenzene